(R)-2-hydroxy-3-((7-(5-methyl-1,2,4-oxadiazol-3-yl)isoquinolin-1-yl)amino)-N-(4-methyl-5-(1-(trifluoromethyl)cyclopropyl)thiazol-2-yl)propanamide O[C@@H](C(=O)NC=1SC(=C(N1)C)C1(CC1)C(F)(F)F)CNC1=NC=CC2=CC=C(C=C12)C1=NOC(=N1)C